N1(N=CN=C1)C1N(C=CC(=N1)C(=O)N)C 1,2,4-triazol-1-yl-1-N-methyl-pyrimidine-4-carboxamide